1-[3,5-di(trifluoromethyl)phenyl]ethanol FC(C=1C=C(C=C(C1)C(F)(F)F)C(C)O)(F)F